CC(=O)C1=CC(=C(C=C1)Br)F 3-Fluoro-4-bromoacetophenone